C(C1=CC=CC=C1)OC[C@@H](CNC([C@H](C)Cl)=O)O (2S)-N-[(2R)-3-(benzyloxy)-2-hydroxypropyl]-2-chloropropanamide